C(C)(C)(C)OC(=O)N1CC=C(CC1)C1=C(C(=CC=C1)Br)OCC(C)(O)C1=CC=C(C=C1)Cl 4-(3-bromo-2-(2-(4-chlorophenyl)-2-hydroxypropoxy)phenyl)-5,6-dihydropyridine-1(2H)-carboxylic acid tert-butyl ester